2-amino-1-[4-[[1-(trifluoromethyl)cyclopropyl]methoxy]phenyl]ethanol NCC(O)C1=CC=C(C=C1)OCC1(CC1)C(F)(F)F